FC(OC1=CC=CC=2C(N([C@H]3C4=NC=5C=CC(=CC5N4[C@@H](C12)C3)C#CC=3C=NN(C3)C)C)=O)F (1R,11R)-18-(difluoromethoxy)-12-methyl-5-[2-(1-methylpyrazol-4-yl)ethynyl]-2,9,12-triazapentacyclo[9.8.1.0^{2,10}.0^{3,8}.0^{14,19}]icosa-3(8),4,6,9,14(19),15,17-heptaen-13-one